ClC=1C=C(C=CC1)C=1C(=NC(=NC1CC)N)N 5-(3-chlorophenyl)-6-ethylpyrimidine-2,4-diamine